C(C)(=O)OCCCCCCCCCC\C=C\C=C (E)-11,13-Tetradecadienyl acetate